{2-Chloro-4-[(4-chloro-3-fluorophenylamino)methyl]phenyl}carbamic acid ethyl ester C(C)OC(NC1=C(C=C(C=C1)CNC1=CC(=C(C=C1)Cl)F)Cl)=O